methyl (S)-2-((2-(4-bromo-2-chlorophenyl)-7-methylimidazo[1,2-a]pyridin-3-yl)methyl)morpholine-4-carboxylate BrC1=CC(=C(C=C1)C=1N=C2N(C=CC(=C2)C)C1C[C@H]1CN(CCO1)C(=O)OC)Cl